methyl 6-hydroxyhexanoate OCCCCCC(=O)OC